2,2,2-trifluoro-1-(4-fluorophenyl)ethylamine FC(C(C1=CC=C(C=C1)F)N)(F)F